N-(1-(2,6-dihydroxy-3'-methyl-4-pentyl-[1,1'-biphenyl]-3-yl)ethyl)-N-methylacetamide OC1=C(C(=CC(=C1C(C)N(C(C)=O)C)CCCCC)O)C1=CC(=CC=C1)C